2,7-dibromo-9,9-dimethyl-9H-fluorene BrC1=CC=2C(C3=CC(=CC=C3C2C=C1)Br)(C)C